2-phenyl-2,4-dihydro-3H-1,2,4-triazol-3-one C1(=CC=CC=C1)N1N=CNC1=O